C(#C)C=1C(=CC=C2C=CC=C(C12)C1=C(C=2N=C(N=C(C2C=N1)N1CC(C(CCC1)(C)O)N(C(C=C)=O)C)OC[C@H]1N(CCC1)C)F)F N-(1-(7-(8-ethynyl-7-fluoronaphthalen-1-yl)-8-fluoro-2-(((S)-1-methylpyrrolidin-2-yl)methoxy)pyrido[4,3-d]pyrimidin-4-yl)-4-hydroxy-4-methylazepan-3-yl)-N-methylacrylamide